Cl.Cl.CN([C@@H]1CC[C@@H]2CN(C[C@@H]21)C=2N=NC(=CN2)C2=C(C=C(C=C2)C=2C=NNC2)O)C 2-{3-[(3ar,4r,6as)-4-(dimethylamino)hexahydrocyclopenta[c]pyrrol-2(1H)-yl]-1,2,4-triazin-6-yl}-5-(1H-pyrazol-4-yl)phenol dihydrochloride